N[C@@H](CC1=CNC=N1)C(=O)N1CC(C1)OC1=C(C=2O[B-]([C@H]3C[C@H]3C2C=C1)(O)O)C(=O)O (2R,4S)-9-(1-L-histidylazetidin-3-yl)oxy-5,5-dihydroxy-6-oxa-5-boranuidatricyclo[5.4.0.02,4]undeca-1(7),8,10-triene-8-carboxylic acid